1-[2-[7-(4-fluoro-2-isopropoxy-phenyl)-4-(4-methylpyrazol-1-yl)thieno[3,2-c]pyridin-6-yl]-6,7-dihydro-4H-pyrazolo[1,5-a]pyrazin-5-yl]prop-2-en-1-one FC1=CC(=C(C=C1)C=1C2=C(C(=NC1C1=NN3C(CN(CC3)C(C=C)=O)=C1)N1N=CC(=C1)C)C=CS2)OC(C)C